C(C)(=O)C1=CN=C(S1)C=1C(=C2C(=NC1)NC=C2)N[C@H]2CN(CCC2)C(CC#N)=O (R)-3-(3-((5-(5-acetylthiazol-2-yl)-1H-pyrrolo[2,3-b]pyridin-4-yl)amino)piperidin-1-yl)-3-oxopropanenitrile